C(C)NC1=CC=C(C(=N1)F)C1=NN2C(N=CC=C2)=C1C(=O)N[C@@H]1C(NC2=C(C(=N1)C1=CC=CC=C1)C=CC=C2F)=O 2-[6-(Ethylamino)-2-fluoropyridin-3-yl]-N-[(3S)-9-fluoro-2-oxo-5-phenyl-1,3-dihydro-1,4-benzodiazepin-3-yl]pyrazolo[1,5-a]pyrimidine-3-carboxamide